O1C=CC=2C1=NC=C(C2)S(=O)(=O)N2N=C1C(=C2)CN(C1)C(=O)OC(C)(C)C t-butyl 2-(furo[2,3-b]pyridin-5-ylsulfonyl)-2,6-dihydropyrrolo[3,4-c]pyrazole-5(4H)-carboxylate